C(C1CCCC=C1)(=O)C1=CC=CC=C1 2'-tetrahydrobenzophenone